S(=O)(=O)(O)O.C(C)C1=C(C(=NN1)C(=O)NC1=CC=C(C=C1)[C@H]1CNCCO1)C.C(C)C1=C(C(=NN1)C(=O)NC1=CC=C(C=C1)[C@H]1CNCCO1)C 5-ethyl-4-methyl-N-[4-[(2S)-morpholin-2-yl]phenyl]-1H-pyrazole-3-carboxamide hemisulfate